COC(=O)C=1C=2N(C=C(C1)C1CC1)C=CN2 6-cyclopropylimidazo[1,2-a]Pyridine-8-carboxylic acid methyl ester